3-{4-[(2-ethylphenyl)sulfamoyl]phenyl}-1-(pyridin-3-ylmethyl)urea C(C)C1=C(C=CC=C1)NS(=O)(=O)C1=CC=C(C=C1)NC(NCC=1C=NC=CC1)=O